C(C)OC(=O)N1C(C=CC2=CC=CC=C12)OCC N-ethoxycarbonyl-2-ethoxy-1,2-dihydroquinoline